(S)-N-(4-(3-aminoprop-1-yn-1-yl)-3,5-bis(hydroxymethyl)phenyl)-3-(2-(4-(4-chlorophenyl)-2,3,9-trimethyl-6H-thieno[3,2-f][1,2,4]triazolo[4,3-a][1,4]diazepin-6-yl)acetamido)propanamide NCC#CC1=C(C=C(C=C1CO)NC(CCNC(C[C@H]1C=2N(C3=C(C(=N1)C1=CC=C(C=C1)Cl)C(=C(S3)C)C)C(=NN2)C)=O)=O)CO